4-(2-Chlorophenyl)-1-(((2S)-2-hydroxypropyl)amino)-6-(trifluoromethyl)-3H-pyrido[1,2-c]Pyrimidine-3-one ClC1=C(C=CC=C1)C1=C2N(C(=NC1=O)NC[C@H](C)O)C=CC(=C2)C(F)(F)F